2-(1-(2-(1-(6-methoxy-3,4-dihydro-2H-benzo[b][1,4]oxazin-7-yl)-6-(pyrazolo[1,5-a]pyrimidin-3-yl)-1H-pyrazolo[4,3-c]pyridine-3-carboxamido)ethyl)piperidin-4-yl)acetic acid COC1=CC2=C(OCCN2)C=C1N1N=C(C=2C=NC(=CC21)C=2C=NN1C2N=CC=C1)C(=O)NCCN1CCC(CC1)CC(=O)O